(S)-1-methyl-6-(trifluoromethyl)-1,2,3,4-tetrahydroisoquinoline C[C@@H]1NCCC2=CC(=CC=C12)C(F)(F)F